5-(4-Chloro-2-methyl-2H-indazol-5-yl)-3-methyl-2-(1,9-diazaspiro[5.5]undec-9-yl)-3,7-dihydro-4H-pyrrolo[2,3-d]pyrimidin-4-one ClC=1C2=CN(N=C2C=CC1C1=CNC=2N=C(N(C(C21)=O)C)N2CCC1(CCCCN1)CC2)C